ClC=1N=C(C2=C(N1)CCNC2)OC2=NC=1C=CC3=C(C1N=C2)C2=C(S3)C(NC3(CN2)CNC3)=O 3'-((2-chloro-5,6,7,8-tetrahydropyrido[4,3-d]pyrimidin-4-yl)oxy)-11',12'-dihydrospiro[azetidine-3,10'-[1,4]diazepino[5',6':4,5]thieno[3,2-f]quinoxalin]-8'(9'H)-one